CC(C(=O)N)(C)C Dimethyl-propionamide